O[C@@H](C=O)[C@@H]([C@H]([C@H](C)O)O)O (2R,3R,4S,5S)-2,3,4,5-tetrahydroxyhexanal